FC=1C(=CC(=NC1)C)C1=CC=2N(C=C1)N=C(C2)N 5-(5-fluoro-2-methylpyridin-4-yl)pyrazolo[1,5-a]pyridin-2-amine